[N+](=O)([O-])C1=C(N)C=CC(=C1)C1=NC=CC=C1 2-nitro-4-(2-pyridyl)aniline